3-((2-((((S)-4,4-difluoro-2-methyltetrahydrofuran-2-yl)(3-methylpyridin-2-yl)methyl)amino)-3,4-dioxocyclobut-1-en-1-yl)amino)-6-fluoro-2-hydroxy-N,N-dimethylbenzamide FC1(C[C@@](OC1)(C)C(C1=NC=CC=C1C)NC1=C(C(C1=O)=O)NC=1C(=C(C(=O)N(C)C)C(=CC1)F)O)F